C(C)[C@H]1C(N(C(N1)=O)C1=NC=C(N=C1)OC1=CC=C(C2=C1C1(CC1)CO2)C)=O (5S)-5-ethyl-3-[5-(7-methyl-spiro[2H-benzofuran-3,1'-cyclopropan]-4-yl)oxypyrazin-2-yl]imidazolidine-2,4-dione